tert-Butyl 7-((3-(3-((phenoxycarbonyl)amino)isoxazol-5-yl)-1-((2-(trimethylsilyl)ethoxy)methyl)-1H-pyrrolo[2,3-b]pyridin-4-yl)oxy)-3,4-dihydroisoquinoline-2(1H)-carboxylate O(C1=CC=CC=C1)C(=O)NC1=NOC(=C1)C1=CN(C2=NC=CC(=C21)OC2=CC=C1CCN(CC1=C2)C(=O)OC(C)(C)C)COCC[Si](C)(C)C